C1(=CC=CC=C1)C(CCC1=CC=C(C=C1)F)=O 1-phenyl-3-(4-fluorophenyl)-1-propanone